BrC=1C(=NN(C1)COCC[Si](C)(C)C)C(=O)OC methyl 4-bromo-1-((2-(trimethylsilyl) ethoxy) methyl)-1H-pyrazole-3-carboxylate